(2S,3R,5R)-3-methyl-7-oxo-3-(((2-(2,3,4-trihydroxybenzoyl)hydrazinecarbonyl)oxy)methyl)-4-thia-1-azabicyclo[3.2.0]heptane-2-carboxylic acid 4,4-dioxide C[C@@]1([C@@H](N2C(C[C@H]2S1(=O)=O)=O)C(=O)O)COC(=O)NNC(C1=C(C(=C(C=C1)O)O)O)=O